N1CC(C1)N=S(=O)(C)C (azetidin-3-ylimino)dimethyl-λ6-sulfanone